C1(CC1)[C@@H](O)[C@@H]1N2C(C3=CC=CC=C13)=CN=C2 (R)-cyclopropyl((R)-5H-imidazo[5,1-a]isoindol-5-yl)methanol